1-methylcyclopropanecarbaldehyde CC1(CC1)C=O